tert-butyl 8-methyl-7-[2-({3-methyl-4-[(1-methylazetidin-3-yl)carbamoyl]phenyl}amino)-5H,6H,7H,8H-pyrido[3,4-d]pyrimidin-7-yl]-1H,2H,3H-pyrido[2,3-b][1,4]oxazine-1-carboxylate CC1=C(C=NC=2OCCN(C21)C(=O)OC(C)(C)C)N2CC=1N=C(N=CC1CC2)NC2=CC(=C(C=C2)C(NC2CN(C2)C)=O)C